FC1(CN(CC1)C1=NC=CC(=C1NC(=O)N1CC2=NN(C=C2C1)C(C)C)C1=C(C=CC=C1)F)F N-[2-(3,3-difluoropyrrolidin-1-yl)-4-(2-fluoro-phenyl)-3-pyridyl]-2-isopropyl-4,6-dihydro-pyrrolo[3,4-c]pyrazole-5-carboxamide